BrC1=C(C(NC=C1)=O)C 4-bromo-3-methylpyridin-2(1H)-one